FC1=CC=C(C=C2C(N(C(S2)=NN=C2C(NC3=CC=C(C=C23)Br)=O)C2=CC=C(C=C2)F)=O)C=C1 3-(2-(5-(4-fluorobenzylidene)-3-(4-fluorophenyl)-4-oxothiazolidine-2-ylidene)hydrazono)-5-bromoindol-2-one